5-ethyl-6-(2-(2-methyl-6-(trifluoromethyl)pyrimidin-4-yl)-2,8-diazaspiro[4.5]decan-8-yl)-1-(oxetan-3-yl)-1,5-dihydro-4H-pyrazolo[3,4-d]pyrimidin-4-one C(C)N1C(=NC2=C(C1=O)C=NN2C2COC2)N2CCC1(CCN(C1)C1=NC(=NC(=C1)C(F)(F)F)C)CC2